OC1=CC=C(C=C1)C1=CC=CC=C1 4-hydroxy-1,1'-biphenyl